2-(3-(3-chloro-5-(trifluoromethyl)pyridin-2-yl)-6-fluoro-2-oxo-2,3-dihydrobenzothiazol-5-yl)tetrahydro-1H-[1,2,4]triazolo[1,2-a]pyridazin-1,3(2H)-dione ClC=1C(=NC=C(C1)C(F)(F)F)N1C(SC2=C1C=C(C(=C2)F)N2C(N1N(CCCC1)C2=O)=O)=O